(S)-9-ethyl-5-fluoro-9-hydroxy-10,13-dioxo-2,3,9,10,13,15-hexahydro-1H,12H-benzo[de]pyrano[3',4':6,7]indolizino[1,2-b]quinolin C(C)[C@]1(C(OCC=2C(N3CC=4C(=NC=5C=C(C=C6C5C4CCC6)F)C3=CC21)=O)=O)O